1-fluoro-2-(isocyanatomethyl)benzene FC1=C(C=CC=C1)CN=C=O